N-(2-bromo-6-Methylpyridin-3-yl)-3,3-difluoro-N-(4-methoxybenzyl)cyclobutane-1-carboxamide BrC1=NC(=CC=C1N(C(=O)C1CC(C1)(F)F)CC1=CC=C(C=C1)OC)C